2-(4-methoxyphenyl)quinolin-4-amine hydrochloride Cl.COC1=CC=C(C=C1)C1=NC2=CC=CC=C2C(=C1)N